((2S,3R,6R)-2,6-Dimethyl-3-(((5-(trifluoromethyl)pyridin-2-yl)amino)methyl)morpholino)(5-fluoro-3-(5-fluoropyrimidin-2-yl)pyridin-2-yl)methanone C[C@@H]1O[C@@H](CN([C@@H]1CNC1=NC=C(C=C1)C(F)(F)F)C(=O)C1=NC=C(C=C1C1=NC=C(C=N1)F)F)C